1-(4-(3-amino-6-methylisoxazolo[5,4-b]pyridin-4-yl)phenyl)-3-(2-nitrophenyl)urea NC1=NOC2=NC(=CC(=C21)C2=CC=C(C=C2)NC(=O)NC2=C(C=CC=C2)[N+](=O)[O-])C